C(C)(=O)OCCCS(=O)(=O)N1CC=C(CC1)C=1C=CC=2N(C1)C(=C(N2)CC)N(C)C=2SC=C(N2)C2=CC=C(C=C2)F 3-(4-(2-ethyl-3-((4-(4-fluorophenyl)thiazol-2-yl)(methyl)amino) imidazo[1,2-a]pyridin-6-yl)-5,6-dihydropyridin-1(2H)-ylsulfonyl)propyl acetate